C(N)(=N)N1CCC(=CC1)C1=CC=C(S1)C(=O)NC1=CC(=C(C=C1)C=1CCN(CC1)C(N)=N)OC 5-(1-carbamimidoyl-1,2,3,6-tetrahydropyridin-4-yl)-N-(4-(1-carbamimidoyl-1,2,3,6-tetrahydropyridin-4-yl)-3-methoxyphenyl)thiophene-2-carboxamide